(S)-4-((4-(5-chlorothiophen-3-yl)-2-(4-(methoxycarbonyl)phenyl)piperidin-1-yl)methyl)-5-Methoxy-7-methyl-1H-indole-1-carboxylic acid tert-butyl ester C(C)(C)(C)OC(=O)N1C=CC2=C(C(=CC(=C12)C)OC)CN1[C@@H](CC(CC1)C1=CSC(=C1)Cl)C1=CC=C(C=C1)C(=O)OC